2-(5-bromo-2-hydroxyphenyl)acetic acid BrC=1C=CC(=C(C1)CC(=O)O)O